OC(C(=O)S(=O)(=O)O)(O)[C@@H](O)[C@H](O)[C@H](O)CO Mono-hydroxysulfoglucose